Tin Phthalocyanine C1=CC=C2C(=C1)C3=NC4=C5C=CC=CC5=C6N4[Sn]N7C(=NC2=N3)C8=CC=CC=C8C7=NC9=NC(=N6)C1=CC=CC=C19